piperidin-1-yl(6-(4-(trifluoromethyl)phenyl)pyrazin-2-yl)methanone N1(CCCCC1)C(=O)C1=NC(=CN=C1)C1=CC=C(C=C1)C(F)(F)F